N-(4-Fluoro-2-pyridyl)-4-(4,4,5,5-tetramethyl-1,3,2-dioxaborolan-2-yl)benzamide FC1=CC(=NC=C1)NC(C1=CC=C(C=C1)B1OC(C(O1)(C)C)(C)C)=O